4-(2-Chloropyrimidin-4-yl)piperidine-1-carboxylic acid tert-butyl ester C(C)(C)(C)OC(=O)N1CCC(CC1)C1=NC(=NC=C1)Cl